OC1=C(C=C(C=C1)C(C)(C)C)N1N=C2C(=N1)C=CC(=C2)Cl 2-(2'-hydroxy-5'-tert-butylphenyl)-5-chlorobenzotriazole